4-isopropylthio-2,6-dimethoxy-phenethylamine C(C)(C)SC1=CC(=C(CCN)C(=C1)OC)OC